(S)-5-oxopiperidine-2-carboxylic acid O=C1CC[C@H](NC1)C(=O)O